p-chlorobenzylthioamide ClC1=CC=C(CS[NH-])C=C1